C1(CCCCC1)C(=O)OC[C@@H]1[C@H](OC[C@@H]1CC1=CC(=C(C=C1)OC)OC)C1=CC=CC=C1 ((2S,3R,4R)-4-(3,4-dimethoxybenzyl)-2-phenyltetrahydrofuran-3-yl)methyl cyclohexanecarboxylate